C(C1=CC=CC=C1)OC(=O)C1=C(NC(=C(C1C1=CSC2=NC=CC=C21)C(C)=O)C)C(F)(F)F 5-acetyl-6-methyl-4-(thieno[2,3-b]pyridin-3-yl)-2-(trifluoromethyl)-1,4-dihydropyridine-3-carboxylic acid benzyl ester